CC1=C(C=CC(=C1)S(=O)(=O)C)C1N(CCCCC1)C=O 2-(2-methyl-4-methylsulfonyl-phenyl)azepane-1-carbaldehyde